4-[4-(3-chlorophenoxy)piperidin-1-yl]-1-methyl-7-(oxetan-3-yl)-2-oxo-1,2-dihydroquinoline-3-carbonitrile ClC=1C=C(OC2CCN(CC2)C2=C(C(N(C3=CC(=CC=C23)C2COC2)C)=O)C#N)C=CC1